7,15,17-trihydroxy-11-methyl-12-oxabicyclo[12.4.0]-octadecan-1(18),2,14,16-tetraen-13-one OC1CCCC=CC2=CC(=CC(=C2C(OC(CCC1)C)=O)O)O